OC(COC1=C(C(=O)O[C@@H]1[C@@H](O)CO)OCC(CCCCCCCCCCCCCC)O)(C)C 3-O-(2-hydroxyisobutyl)-2-O-(2-hydroxyhexadecyl)ascorbic acid